4-fluoro-2-(2-isopropyl-1H-imidazol-1-yl)phenol FC1=CC(=C(C=C1)O)N1C(=NC=C1)C(C)C